NC=1C(=C(C=C2C=C(N=CC12)NC(=O)[C@@H]1[C@@H](C1)CO)C=1C=NC=CC1C)F (1S,2R)-N-[8-amino-7-fluoro-6-(4-methylpyridin-3-yl)isoquinolin-3-yl]-2-(hydroxymethyl)cyclopropane-1-carboxamide